C(C=C)(=O)N1[C@H](CCC1)C1=C2C=C(N=CC2=C(C=C1)N1[C@@H]([C@H](C1)N(S(=O)(=O)C)C(C)C)C)NC1=NC(=NC=C1)N1CCC(CC1)OC N-((2R,3S)-1-(5-((R)-1-acryloylpyrrolidin-2-yl)-3-((2-(4-methoxypiperidin-1-yl)pyrimidin-4-yl)amino)isoquinolin-8-yl)-2-methylazetidin-3-yl)-N-isopropylmethanesulfonamide